(E)-5-bromo-1-(but-2-en-1-yl)-4-methyl-1H-benzo[d][1,2,3]triazole BrC1=C(C2=C(N(N=N2)C\C=C\C)C=C1)C